COC=1C=CC(=C(C1)O)C1=C(N=C(N=N1)N[C@H]1CN(CCC1)C)C 5-methoxy-2-(5-methyl-3-{[(3R)-1-methylpiperidin-3-yl]amino}-1,2,4-triazin-6-yl)phenol